tert-butyl 4-((6-cyano-2H-indazol-2-yl)(2-(ethoxycarbonyl)-cyclopropyl)methyl)-5-methoxy-7-methyl-1H-indole-1-carboxylate C(#N)C=1C=CC2=CN(N=C2C1)C(C1=C2C=CN(C2=C(C=C1OC)C)C(=O)OC(C)(C)C)C1C(C1)C(=O)OCC